ClC=1C(=NC(=CN1)CCCCOC)N1CCC(CC1)C(=O)OCC Ethyl 1-(3-chloro-6-(4-methoxybutyl)pyrazin-2-yl)piperidine-4-carboxylate